(2-azidoethyl)-N-(3-bromo-4-fluorophenyl)-N'-hydroxy-1,2,5-oxadiazole-3-carboxamidine N(=[N+]=[N-])CCC=1C(=NON1)C(=NO)NC1=CC(=C(C=C1)F)Br